1-(5-bromo-2-{[(cis)-3-hydroxy-3-methylcyclobutyl]amino}pyridin-3-yl)-2,2,2-trifluoroethan-1-one BrC=1C=C(C(=NC1)NC1CC(C1)(C)O)C(C(F)(F)F)=O